FC(C1=NN(C=C1N1N=NC(=C1)C=1C=NN2C1N=C(C=C2)N[C@H]2[C@H](CCCC2)O)C2CCC(CC2)CO)F (1S,2R)-2-((3-(1-(3-(difluoromethyl)-1-((1r,4R)-4-(methylol)cyclohexyl)-1H-pyrazol-4-yl)-1H-1,2,3-triazol-4-yl)pyrazolo[1,5-a]pyrimidin-5-yl)amino)cyclohexan-1-ol